1-[5-tert-butyl-2-p-tolyl-2H-pyrazol-3-yl]-3-[4-(2-thiazolidin-3-yl-ethoxy)naphthalen-1-yl]-urea C(C)(C)(C)C=1C=C(N(N1)C1=CC=C(C=C1)C)NC(=O)NC1=CC=C(C2=CC=CC=C12)OCCN1CSCC1